ClC=1C=C(C=CC1Cl)N1CC(N(CC1)C(=O)C1=CC(NC2=CC=CC=C12)=O)C(=O)O 4-(3,4-dichlorophenyl)-1-(2-oxo-1,2-dihydroquinoline-4-carbonyl)piperazine-2-carboxylic acid